1-(bromomethyl)-2-chloro-3-iodobenzene BrCC1=C(C(=CC=C1)I)Cl